racemic-(E)-3-((3-butyl-2-methyl-7-(methylthio)-1,1-dioxido-5-phenyl-2,3,4,5-tetrahydro-1,2,5-benzothiadiazepin-8-yl)oxy)acrylic acid C(CCC)C1N(S(C2=C(N(C1)C1=CC=CC=C1)C=C(C(=C2)O/C=C/C(=O)O)SC)(=O)=O)C